(2R,3R,4R,5S)-1-(1-(2,4-dimethoxyphenyl)-2-methyl-5,8,11,14-tetraoxa-2-azahexadecan-16-yl)-2-(hydroxymethyl)piperidine-3,4,5-triol COC1=C(C=CC(=C1)OC)CN(CCOCCOCCOCCOCCN1[C@@H]([C@H]([C@@H]([C@H](C1)O)O)O)CO)C